tetramethylcyclopentadienyl-[(phenyl)(hydroxy)]-dimethylsilane CC1=C(C(=C(C1[Si](C)(C)OC1=CC=CC=C1)C)C)C